C(C)(=O)OC1=C(OC=2C=C3C=CN(C3=CC2)C(=O)OC(C)(C)C)C=CC=C1 5-(2-acetoxyphenoxy)-1-tert-butyloxycarbonyl-1H-indole